COC1=CC=C(C=C1)C1=NN=C(O1)S 5-(4-methoxyphenyl)-1,3,4-oxadiazole-2-thiol